O=C1NC(CCC1N1C(N(C2=C1C=CC(=C2)C2CCN(CC2)C2CC1(C2)CCN(CC1)C(=O)OC(C)(C)C)C)=O)=O tert-butyl 2-(4-(1-(2,6-dioxopiperidin-3-yl)-3-methyl-2-oxo-2,3-dihydro-1H-benzo[d]imidazol-5-yl) piperidin-1-yl)-7-azaspiro[3.5]nonane-7-carboxylate